tert-butyl 2-{2-[(1r,4r)-4-({2,3,5-trifluoro-4-[(4-methoxyphenyl)methoxy]benzamido}methyl)cyclohexyl]-2H-indazol-6-yl}-5-oxa-2,8-diazaspiro[3.5]nonane-8-carboxylate FC1=C(C(=O)NCC2CCC(CC2)N2N=C3C=C(C=CC3=C2)N2CC3(C2)OCCN(C3)C(=O)OC(C)(C)C)C=C(C(=C1F)OCC1=CC=C(C=C1)OC)F